S(=O)(=O)([O-])OOS(=O)(=O)[O-].[Na+].[Na+] sodium peroxydisulfate